NC1=C(N=C(S1)Cl)C(=O)OC methyl 5-amino-2-chlorothiazole-4-carboxylate